FC1(CN(CC1)CC1=CC=C(C=C1)NC(=O)C=1SC=C(N1)C1=CN=CN1C)F N-(4-((3,3-difluoropyrrolidin-1-yl)methyl)phenyl)-4-(1-methyl-1H-imidazol-5-yl)thiazole-2-carboxamide